O[C@@H]1CC[C@H]([C@@H](C1)N(C1=C2C(=NC=C1C(=O)OCC)NC=C2)C)C ethyl 4-(((1R,2R,5R)-5-hydroxy-2-methylcyclohexyl)(methyl)amino)-1H-pyrrolo[2,3-b]pyridine-5-carboxylate